CN(C)[Zr](N(C)C)(N(C)C)N(C)C.[Zr] zirconium tetrakis(dimethylamino)zirconium